11-(2-(dipropylamino)ethyl)-5,17-dihexyl-7,15-dioxo-6,8,14,16-tetraoxa-11-azahenicosanedioate C(CC)N(CCN(CCOC(OC(CCCC(=O)[O-])CCCCCC)=O)CCOC(OC(CCCC(=O)[O-])CCCCCC)=O)CCC